FC1=C(C#N)C=C(C=C1)OC1=C2N=CC(=C2C(C(C1)F)O)SC(F)(F)F fluoro-5-(6-fluoro-7-hydroxy-1-(trifluoromethylsulfanyl)-6,7-dihydro-5H-3-azaindene-4-oxy)benzonitrile